NC=1C=C(C=CC1C=1N=C(N(C1)COCC[Si](C)(C)C)C(C1=NC=C(C=C1)Br)=O)NC(OC)=O methyl (3-amino-4-(2-(5-bromopicolinoyl)-1-((2-(trimethylsilyl)ethoxy)methyl)-1H-imidazol-4-yl)phenyl)carbamate